FC(COCCCCCCNCC(O)C1=CC(=C(C=C1)O)CO)(C1=CC(=CC=C1)OC)F 4-[2-({6-[2,2-difluoro-2-(3-methoxyphenyl)ethoxy]hexyl}amino)-1-hydroxyethyl]-2-(hydroxymethyl)phenol